1-(1-Cyclobutyl-2,5-dimethyl-1H-pyrrol-3-yl)-2-(4-hydroxy-piperidin-1-yl)ethanone C1(CCC1)N1C(=C(C=C1C)C(CN1CCC(CC1)O)=O)C